erythrose monocaproate C(CCCCC)(=O)O.O=C[C@H](O)[C@H](O)CO